C(CCCC)C1SSC=C1 pentyldi-thiol